O=C1N(CC2=CC(=CC=C12)OC1C(CCCC1)N1CC(C1)C1=C(C=CC=C1)OC(F)(F)F)C1C(NC(CC1)=O)=O 3-(1-oxo-5-((2-(3-(2-(trifluoromethoxy)phenyl)azetidin-1-yl)cyclohexyl)oxy)isoindolin-2-yl)piperidine-2,6-dione